1-allyl-2,5-dimethoxy-4-methylbenzene C(C=C)C1=C(C=C(C(=C1)OC)C)OC